O[C@@H]1C[C@@H]2CC[C@H]3[C@@H]4CCC[C@@]4(C)CC[C@@H]3[C@]2(CC1)C 3β-hydroxy-5α-androstan